2-benzhydryl-7-(1-(2,2-difluoroethyl)-1H-pyrazolo[3,4-b]pyrazin-6-yl)-2,7-diazaspiro[3.5]nonan-6-one C(C1=CC=CC=C1)(C1=CC=CC=C1)N1CC2(C1)CC(N(CC2)C2=CN=C1C(=N2)N(N=C1)CC(F)F)=O